N-((3-(7-(((3S,4R)-3-fluoro-1-methylpiperidin-4-yl)amino)-3-vinylpyrazolo[1,5-a]pyridin-2-yl)-1,2,4-oxadiazol-5-yl)methyl)cyclopropanecarboxamide F[C@H]1CN(CC[C@H]1NC1=CC=CC=2N1N=C(C2C=C)C2=NOC(=N2)CNC(=O)C2CC2)C